CC1(CNC=2C1=NC(=CC2CN[C@@H]2COCC2)C(=O)NC2=CC(=CC=C2)C2(CC(C2)CC#N)C2=NN=CN2C)C 3,3-dimethyl-7-{[(3S)-oxolan-3-ylamino]methyl}-N-{3-[(1s,3s)-3-(cyanomethyl)-1-(4-methyl-1,2,4-triazol-3-yl)cyclobutyl]phenyl}-1H,2H-pyrrolo[3,2-b]pyridine-5-carboxamide